Cl.O1C=CN=CC=C1O [1,4]Oxazepine-7-ol hydrochloride